N,N-dimethyl-N-[(2-phenoxy)ethyl]amine CN(CCOC1=CC=CC=C1)C